diphenyl-dimethyl-vinyl-dimethoxytrisilane tert-Butyl-{4-[(6-nitrothieno[3,2-b]pyridin-7-yl)amino]cyclohexyl}carbamate C(C)(C)(C)N(C(O)=O)C1CCC(CC1)NC1=C2C(=NC=C1[N+](=O)[O-])C=CS2.C2(=CC=CC=C2)[SiH]([Si]([Si](C=C)(C)C)(OC)OC)C2=CC=CC=C2